C(C)(C)(C)OC(=O)N[C@H](C(=O)OC)COC(C)C (S)-methyl 2-((tert-butoxycarbonyl)amino)-3-isopropoxypropanoate